COC(=O)N1C(CCCC1(C)C)(C)C methoxycarbonyl-2,2,6,6-tetramethyl-piperidine